C1[C@@H](C(=O)N1[C@H](C2=CC=C(C=C2)O)C(=O)[O-])NC(=O)/C(=N\\O)/C3=CC=C(C=C3)[O-] The molecule is a monocarboxylic acid anion obtained by deprotonation of the carboxy and oxime OH groups of nocardicin E. It is the major microspecies at pH 7.3 (according to Marvin v 6.2.0.). It has a role as an antimicrobial agent. It is a conjugate base of a nocardicin E(1-).